BrC1=C(SC=2C1=NC(=CC2N(CC=2SC=CC2)C(=O)OC(C)(C)C)Cl)C2CCN(CCC2O)C(=O)OC(C)(C)C tert-butyl 4-(3-bromo-7-((tert-butoxycarbonyl) (thiophen-2-ylmethyl) amino)-5-chlorothieno[3,2-b]pyridin-2-yl)-5-hydroxyazepan-1-carboxylate